[C@]12(C(=O)CC(CC1)C2(C)C)CS(=O)(=O)O[C@@H]2C[C@H]1N(CCC3=CC(=C(C=C13)OC)OC)C[C@H]2CC(C)C (2R,3R,11bR)-3-isobutyl-9,10-dimethoxy-2,3,4,6,7,11b-hexahydro-1H-pyrido[2,1-a]isoquinolin-2-ol (1S)-(+)-camphorsulfonate